2-[(3R)-3-{5,6-dimethyl-2-[trans-4-(trifluoromethyl)cyclohexyl]pyrazolo[1,5-a]pyrimidin-7-yl}-3-methylpiperidin-1-yl]acetic acid hydrochloride Cl.CC1=NC=2N(C(=C1C)[C@]1(CN(CCC1)CC(=O)O)C)N=C(C2)[C@@H]2CC[C@H](CC2)C(F)(F)F